(p-tolyl)(phenyl)methanol C1(=CC=C(C=C1)C(O)C1=CC=CC=C1)C